C(CCCCC)N(CCCCCC)CC(=O)OCCCCCC 1-hexanol N,N-dihexylaminoacetate